5'-methyl-4-pentyl-2'-(prop-1-en-2-yl)-3-(pyrimidin-2-yl)-1',2',3',4'-tetrahydro-[1,1'-biphenyl]-2,6-diol CC=1CCC(C(C1)C=1C(=C(C(=CC1O)CCCCC)C1=NC=CC=N1)O)C(=C)C